4-(3,5-dimethyl-1H-pyrazol-4-yl)piperazin CC1=NNC(=C1N1CCNCC1)C